CO[C@@H]1C[C@H](C1)N1CCNC2=CC=C(C=C12)C#N 4-(trans-3-methoxycyclobutyl)-1,2,3,4-tetrahydroquinoxaline-6-carbonitrile